C(C)(C)(C)OC(=O)N1CC=2C(=NC(=C(C2C1)C)C)NCC1CC1 4-[(cyclopropylmethyl)amino]-6,7-dimethyl-1,3-dihydro-2H-pyrrolo[3,4-C]pyridine-2-carboxylic acid tert-butyl ester